FC1=C(CC2=NC3=C(N2CCOC)C=C(C=C3)C(=O)O)C=C(C(=C1)C1=NC(=CC=C1)OCC1=C(C=C(C=C1)C=1C=NN(C1)C(F)(F)F)F)F 2-(2,5-difluoro-4-(6-((2-fluoro-4-(1-(trifluoromethyl)-1H-pyrazol-4-yl)benzyl)oxy)pyridin-2-yl)benzyl)-1-(2-methoxyethyl)-1H-benzo[d]imidazole-6-carboxylic acid